Cl.CCCCCCC(C)=O Octan-7-one hydrochloride